1-methyl-N-[1-(2-pyrimidin-2-yl-1,2,4-triazol-3-yl)ethyl]-5,7-bis(trifluoromethyl)indazol-3-amine CN1N=C(C2=CC(=CC(=C12)C(F)(F)F)C(F)(F)F)NC(C)C=1N(N=CN1)C1=NC=CC=N1